CN([C@@H]1[C@H](CC[C@@H](C1)C1=CC(=CC(=C1)C(F)(F)F)C)OC1=CC=C(C(=N1)C)S(=O)(=O)NC1=NC=NC=C1)C 6-(((1S,2S,4S)-2-(dimethyl-amino)-4-(3-methyl-5-(trifluoromethyl)phenyl)-cyclohexyl)oxy)-2-methyl-N-(pyrimidin-4-yl)pyridine-3-sulfonamide